4-amino-N-(3-hydroxypropyl)benzenesulfonamide NC1=CC=C(C=C1)S(=O)(=O)NCCCO